4-(4-chloro-2-methylphenoxy)phenylhydrazine hydrochloride Cl.ClC1=CC(=C(OC2=CC=C(C=C2)NN)C=C1)C